N-(4-(2-methyl-4-oxoquinazolin-3(4H)-yl)phenyl)-2-(3,4,5-trimethylphenyl)acetamide CC1=NC2=CC=CC=C2C(N1C1=CC=C(C=C1)NC(CC1=CC(=C(C(=C1)C)C)C)=O)=O